(1-(4-bromophenyl)cyclobutyl)methanamine BrC1=CC=C(C=C1)C1(CCC1)CN